3-((S)-2-hydroxy-3-((R)-8-(4-methoxy-3-methylbenzenesulfonyl)-1-oxa-8-azaspiro[4.5]dec-3-ylamino)propoxy)-N-methylbenzenesulfonamide O[C@H](COC=1C=C(C=CC1)S(=O)(=O)NC)CN[C@H]1COC2(C1)CCN(CC2)S(=O)(=O)C2=CC(=C(C=C2)OC)C